1-propyl-1,2,4-triazole C(CC)N1N=CN=C1